N1(CCC2=CC=CC=C12)C1=NC(=NC=C1C(F)(F)F)NC=1C=C2CCN(CC2=CC1)C(=O)OC(C)(C)C tert-Butyl 6-((4-(indolin-1-yl)-5-(trifluoromethyl)pyrimidin-2-yl)amino)-3,4-dihydroisoquinoline-2(1H)-carboxylate